NCC=1C=C(C=CC1)C1CCN(CC1)C(=O)C1C2C(C(C(C1)C2)O)O (±)-endo-(4-(3-(aminomethyl)phenyl)piperidin-1-yl)-(5,6-syn-dihydroxybicyclo[2.2.1]heptan-2-yl)methanone